2'-amino-5'H,7'H-spiro[cyclopropane-1,8'-pyrano[4,3-b]pyridine]-5'-one NC1=CC=C2C(=N1)C1(COC2=O)CC1